6-amino-7-methyl-2,3-dihydrobenzo[b]thiophene 1,1-dioxide NC=1C=CC2=C(S(CC2)(=O)=O)C1C